C1(CC1)C=1N=NN(C1)[C@H](C(=O)N1[C@@H](C[C@H](C1)O)C(=O)NCCC1S(CCC1)(=O)=O)C(C)(C)C (2S,4r)-1-[(2S)-2-(4-cyclopropyl-triazol-1-yl)-3,3-dimethyl-butyryl]-N-[2-(1,1-dioxothiolan-2-yl)ethyl]-4-hydroxy-pyrrolidine-2-carboxamide